2-(((1r,4r)-4-(((3-chlorophenyl)(phenyl)carbamoyloxy)methyl)cyclohexyl)methoxy)acetic acid ClC=1C=C(C=CC1)N(C(=O)OCC1CCC(CC1)COCC(=O)O)C1=CC=CC=C1